6-((5-hydroxypentyl)oxy)benzo[d]isothiazol-3(2H)-one 1,1-dioxide OCCCCCOC1=CC2=C(C(NS2(=O)=O)=O)C=C1